2-methyl-phenyl-sulfonamide CC1=C(C=CC=C1)S(=O)(=O)N